1-(3-bromophenyl)-3-(2-hydrazinocarbonyl-5-trifluoromethoxyphenyl)-urea BrC=1C=C(C=CC1)NC(=O)NC1=C(C=CC(=C1)OC(F)(F)F)C(=O)NN